BrCC1=C(C=CC(=C1)C(F)(F)F)Cl 2-bromomethyl-1-chloro-4-(trifluoromethyl)benzene